CN1N=C(N=C1)OC1=CC=C(C=C1)C#CC1=C2C=C(N=CC2=C(N=C1)NC)NC(=O)C1CC1 N-(5-((4-((1-methyl-1H-1,2,4-triazol-3-yl)oxy)phenyl)ethynyl)-8-(methylamino)-2,7-naphthyridin-3-yl)cyclopropanecarboxamide